S(C1=C(C(=CC=C1C)C(C)(C)C)O)C1=C(C(=CC=C1C)C(C)(C)C)O thiobis(6-t-butyl-3-methylphenol)